C(C)OC(=O)C=1C(N(C2=CC=CC=C2C1O)CC1CN(C(O1)=O)C1=CC=CC=C1)=O 4-hydroxy-2-oxo-1-((2-oxo-3-phenyloxazolidin-5-yl)methyl)-1,2-dihydroquinoline-3-carboxylic acid ethyl ester